{1-[4-(5-cyclobutoxy-3-methyl-isothiazol-4-yl)-2,6-difluoro-phenyl]-pyrrolidin-3-yl}-acetic acid ethyl ester C(C)OC(CC1CN(CC1)C1=C(C=C(C=C1F)C=1C(=NSC1OC1CCC1)C)F)=O